Diamino-2,2'-bis(trifluoromethyl)biphenyl NC1=C(C(=C(C=C1)C1=C(C=CC=C1)C(F)(F)F)C(F)(F)F)N